(R)-4'-(4-aminopiperidin-1-yl)-N-((5-fluoro-2-hydroxyphenyl)(1H-indol-2-yl)methyl)-5-(1H-imidazol-1-yl)-[1,1'-biphenyl]-3-carboxamide NC1CCN(CC1)C1=CC=C(C=C1)C1=CC(=CC(=C1)N1C=NC=C1)C(=O)N[C@@H](C=1NC2=CC=CC=C2C1)C1=C(C=CC(=C1)F)O